C(C)(C)(C)C1=CC=C(C=C1)C1=C2C=C(CC2=CC=C1)C 4-(4-(tert-butyl)phenyl)-2-methyl-1H-indene